(±)-3-(3-fluoro-4-methoxyphenyl)-3-(4-(3-(5,6,7,8-tetrahydro-1,8-naphthyridin-2-yl)propyl)-1H-pyrrol-2-yl)propionic acid FC=1C=C(C=CC1OC)[C@@H](CC(=O)O)C=1NC=C(C1)CCCC1=NC=2NCCCC2C=C1 |r|